2-[2-(tert-butoxy)ethyl]-6-{5-chloro-2-[(oxacyclohex-4-yl)amino]pyrimidin-4-yl}-2,3-dihydro-1H-isoindol-1-one C(C)(C)(C)OCCN1C(C2=CC(=CC=C2C1)C1=NC(=NC=C1Cl)NC1CCOCC1)=O